4-acetyloxy-3-methoxybenzyl-n-hexylether C(C)(=O)OC1=C(C=C(CCCCCCCOCCCCCCCC2=CC(=C(C=C2)OC(C)=O)OC)C=C1)OC